(R)-5-chloro-N-(4-(3-(dimethylamino)pyrrolidin-1-yl)-3-nitrophenyl)-4-(7-methoxy-1-methyl-1H-indol-3-yl)pyrimidin-2-amine ClC=1C(=NC(=NC1)NC1=CC(=C(C=C1)N1C[C@@H](CC1)N(C)C)[N+](=O)[O-])C1=CN(C2=C(C=CC=C12)OC)C